tert-butyl (3S,5S)-1-(5-(4-cyanopyridin-3-yl)-2-nitrophenyl)-5-(2-hydroxypropan-2-yl)pyrrolidin-3-ylcarbamate C(#N)C1=C(C=NC=C1)C=1C=CC(=C(C1)N1C[C@H](C[C@H]1C(C)(C)O)NC(OC(C)(C)C)=O)[N+](=O)[O-]